C(C)(C)(C)OC(=O)N=[S@@](=O)(C1=C(C=C(C=C1)C)O[C@H]1C[C@H](CCC1)CCO)N1[C@@H](CCC1)C(=O)OC Methyl ((S)-N-(tert-butoxycarbonyl)-2-(((1R,3R)-3-(2-hydroxyethyl)cyclohexyl)oxy)-4-methylphenylsulfonimidoyl)-L-prolinate